[N].N1=C(C=CC=C1)C 2-picoline nitrogen